2-[3-[3,5-dimethyl-1-(2,2,2-trifluoroethyl)pyrazol-4-yl]pyrazolo[1,5-a]pyridin-5-yl]-4-ethoxy-thiazole-5-carboxylic acid CC1=NN(C(=C1C=1C=NN2C1C=C(C=C2)C=2SC(=C(N2)OCC)C(=O)O)C)CC(F)(F)F